C(C)(C)O[Al](OC1=C(C=CC=C1C(C)(C)C)C(C)(C)C)OC1=C(C=CC=C1C(C)(C)C)C(C)(C)C isopropoxybis(2,6-di-tert-butylphenoxy)aluminum